2-(4-cyclopropyl-6-methoxypyrimidin-5-yl)-8-methyl-9-(4-(1-methyl-4-(trifluoromethyl)-1H-imidazol-2-yl)benzyl)-9H-purine C1(CC1)C1=NC=NC(=C1C1=NC=C2N=C(N(C2=N1)CC1=CC=C(C=C1)C=1N(C=C(N1)C(F)(F)F)C)C)OC